cis-(3-((tert-butyldimethylsilyl)oxy)cyclobutyl)methanol [Si](C)(C)(C(C)(C)C)O[C@H]1C[C@H](C1)CO